1-cyano-N-(5-phenylisoxazol-3-yl)pyrrolidine-3-carboxamide C(#N)N1CC(CC1)C(=O)NC1=NOC(=C1)C1=CC=CC=C1